The molecule is an organic heterobicyclic compound that is 7,7a-dihydrocyclopenta[b]pyran-6(2H)-one substituted by a hydroxy group at position 5 and a prop-2-en-1-ylidene group at position 7 (the Z isomer). Isolated from the sponge Ulosa and ascidian Diplosoma virens, it exhibits antimicrobial activity and toxicity against HCT116 cells (human colorectal cancer cells) by triggering apoptotic cell death. It has a role as a metabolite, an antimicrobial agent and an antineoplastic agent. It is a cyclic ether, an enol, an enone and an organic heterobicyclic compound. C=C/C=C\\1/C2C(=C(C1=O)O)C=CCO2